2-((1-methyl-1H-imidazol-2-yl)methoxy)-5-(pyridin-2-yl)pyrazine CN1C(=NC=C1)COC1=NC=C(N=C1)C1=NC=CC=C1